CC(CNC(OC(C)(C)C)=O)CNC1=NC=C(N=C1)C=1N=NN(C1)C tert-butyl (2-methyl-3-((5-(1-methyl-1H-1,2,3-triazol-4-yl)pyrazin-2-yl)amino) propyl)carbamate